9,9'-(4-(3-(2,6-dimethylpyridin-4-yl)phenyl)pyridine-2,6-diyl)bis(N3,N3,N6,N6-tetraphenyl-9H-carbazole-3,6-diamine) CC1=NC(=CC(=C1)C=1C=C(C=CC1)C1=CC(=NC(=C1)N1C2=CC=C(C=C2C=2C=C(C=CC12)N(C1=CC=CC=C1)C1=CC=CC=C1)N(C1=CC=CC=C1)C1=CC=CC=C1)N1C2=CC=C(C=C2C=2C=C(C=CC12)N(C1=CC=CC=C1)C1=CC=CC=C1)N(C1=CC=CC=C1)C1=CC=CC=C1)C